Cl.N[C@@H](C(=O)O)C1(CC1)C1=CC(=C(C=C1)Br)F (R)-2-amino-2-(1-(4-bromo-3-fluorophenyl)cyclopropyl)acetic acid hydrochloride